tert-butyl 2-((5-(ethoxycarbonyl) pyrimidin-2-yl) amino)-6-azaspiro[3.4]Octane-6-carboxylate C(C)OC(=O)C=1C=NC(=NC1)NC1CC2(C1)CN(CC2)C(=O)OC(C)(C)C